N-[6-(5-chloro-1,3-benzoxazol-2-yl)spiro[3.3]heptane-2-yl]pyridine-2-carboxamide ClC=1C=CC2=C(N=C(O2)C2CC3(CC(C3)NC(=O)C3=NC=CC=C3)C2)C1